N[C@@H](C(=O)O)CNC(C1=CC(=CC(=C1)F)N1C=NC=C1CC)=O (R)-2-amino-3-(3-(5-ethyl-1H-imidazol-1-yl)-5-fluorobenzamido)propanoic acid